(E)-3-cyano-N-(5-((E)-2-(4,4-difluorocyclohexyl)vinyl)-6-methoxypyridin-3-yl)acrylamide C(#N)/C=C/C(=O)NC=1C=NC(=C(C1)\C=C\C1CCC(CC1)(F)F)OC